1-[1-(azetidin-3-yl)-4-piperidinyl]-3-(4-phenoxyphenyl)pyrazolo[3,4-d]pyrimidine-4-Amine N1CC(C1)N1CCC(CC1)N1N=C(C=2C1=NC=NC2N)C2=CC=C(C=C2)OC2=CC=CC=C2